C(C)(C)(C)OC(=O)N1CCC(CC1)CN 4-(aminomethyl)piperidine-1-carboxylic acid tert-butyl ester